methyl 2,6-dimethoxy-4-[7-(1-methylpyrazol-4-yl)imidazo[1,2-b]pyridazin-3-yl]benzoate COC1=C(C(=O)OC)C(=CC(=C1)C1=CN=C2N1N=CC(=C2)C=2C=NN(C2)C)OC